distyrylpyridazine C(=CC1=CC=CC=C1)C1=C(N=NC=C1)C=CC1=CC=CC=C1